6-(6-bromo-3-cyanopyrazolo[1,5-a]pyridin-4-yl)-3,4-dihydroquinoline-1(2H)-carboxylic acid tert-butyl ester C(C)(C)(C)OC(=O)N1CCCC2=CC(=CC=C12)C=1C=2N(C=C(C1)Br)N=CC2C#N